cadmium-barium stearate C(CCCCCCCCCCCCCCCCC)(=O)[O-].[Ba+2].[Cd+2].C(CCCCCCCCCCCCCCCCC)(=O)[O-].C(CCCCCCCCCCCCCCCCC)(=O)[O-].C(CCCCCCCCCCCCCCCCC)(=O)[O-]